N-{3-isothiocyanato-3-[3-(trifluoromethyl)phenyl]propyl}-1,2-oxazole-3-carboxamide N(=C=S)C(CCNC(=O)C1=NOC=C1)C1=CC(=CC=C1)C(F)(F)F